N,N-dimethyl-(2,4,6-trimethylanilinium) borate B([O-])([O-])[O-].C[NH+](C1=C(C=C(C=C1C)C)C)C.C[NH+](C1=C(C=C(C=C1C)C)C)C.C[NH+](C1=C(C=C(C=C1C)C)C)C